C(C(C)(C)C)(=O)OOOC(C)(C)CC Tert-amylperoxy pivalate